6-(tert-butyl)-5-(4-(4-(dimethoxymethyl)piperidin-1-yl)phenyl)-2-methoxy-6,7,8,9-tetrahydro-5H-benzo[7]annulen-5-ol C(C)(C)(C)C1C(C2=C(CCC1)C=C(C=C2)OC)(O)C2=CC=C(C=C2)N2CCC(CC2)C(OC)OC